FC1=C(CP(OCC)(OCC)=O)C=CC=C1F diethyl (2,3-difluorobenzyl)phosphonate